(R)-1-(6-((tetrahydrofuran-3-yl)oxy)pyridin-3-yl)-1H-benzo[d]imidazol-2(3H)-one O1C[C@@H](CC1)OC1=CC=C(C=N1)N1C(NC2=C1C=CC=C2)=O